FC1=CC=C(C=C1)C1=C2C=CN(C2=C(C=C1)C(=O)NCC1=CC=C(C(=O)O)C=C1)CC1=CC=C(C=C1)C(F)(F)F 4-((4-(4-Fluorophenyl)-1-(4-(trifluoromethyl)benzyl)-1H-indol-7-amido)methyl)benzoic acid